C(C)(C)(C)OC(=O)N1C(C(C2=NNC(C=3C=C(C=C1C23)F)=O)N2C(N(CC2=O)C2CCN(CC2)C(=O)OC(C)(C)C)=O)C2=CC=C(C=C2)F 5-fluoro-8-(4-fluorophenyl)-9-(1-(1-t-butoxycarbonylpiperidin-4-yl)-2,4-imidazolin-dione-3-yl)-8,9-dihydro-2H-pyrido[4,3,2-de]phthalazine-3(7H)-one-7-carboxylic acid tert-butyl ester